FC1(OC(OC1(Cl)F)(C(F)(F)F)C(F)(F)F)Cl perfluoro-2,2-dimethyl-4,5-dichloro-1,3-dioxolane